FC1=C(C(=O)O)C=C(C(=C1)O)O 2-fluoro-4,5-dihydroxybenzoic acid